C=CC=CCCCCCC=CCCC=CCCCCC eicosadiene-10,14-diene